2-hydroxy-1,3-benzothiazole-6-carboxylic acid OC=1SC2=C(N1)C=CC(=C2)C(=O)O